N-[(2,4-dimethoxyphenyl)methyl]-7-(4,4,5,5-tetramethyl-1,3,2-dioxaborolan-2-yl)cinnolin-4-amine COC1=C(C=CC(=C1)OC)CNC1=CN=NC2=CC(=CC=C12)B1OC(C(O1)(C)C)(C)C